2-chloro-5-cyano-N-(4-cyano-2-(1-ethoxyvinyl)-5-(trifluoromethyl)phenyl)benzamide ClC1=C(C(=O)NC2=C(C=C(C(=C2)C(F)(F)F)C#N)C(=C)OCC)C=C(C=C1)C#N